2,4,6-tris(1-aziridinyl)-s-triazine N1(CC1)C1=NC(=NC(=N1)N1CC1)N1CC1